BrC=1C(=CC(=NC1)F)CO[Si](C)(C)C(C)(C)C 5-bromo-4-(((tert-butyldimethylsilyl)oxy)methyl)-2-fluoropyridine